C(CC)S(=O)(=O)N1CC(NCC1)=O 4-(propanesulfonyl)piperazin-2-one